(5-((2-oxo-2-((3-(pyridin-3-yl)benzyl)amino)ethyl)thio)-1H-tetrazol-1-yl)benzoic acid O=C(CSC1=NN=NN1C1=C(C(=O)O)C=CC=C1)NCC1=CC(=CC=C1)C=1C=NC=CC1